9-dodecadienyl alcohol C=CC=CCCCCC(CCC)O